(7-bromobenzofuran-3-yl)methanol BrC1=CC=CC=2C(=COC21)CO